BrC=1N=CC=C2C1SC(=C2)C=O 7-bromothieno[2,3-c]pyridine-2-carbaldehyde